9-[1-[(2-bromo-6-chloro-3-pyridyl)amino]ethyl]-3-(2-hydroxyethyl)-4,7-dimethyl-pyrazolo[3,4-c]isoquinolin-5-one BrC1=NC(=CC=C1NC(C)C=1C=2C3=C(N(C(C2C=C(C1)C)=O)C)N(N=C3)CCO)Cl